(E)-3-(4-(((1-(7-(4-Cyano-3-fluorophenyl)-8-(5-fluoro-3-methylbenzo[d]isoxazol-6-yl)imidazo[1,2-c]pyrimidin-5-yl)piperidin-4-yl)amino)methyl)phenyl)-N-hydroxyacrylamide formate C(=O)O.C(#N)C1=C(C=C(C=C1)C1=C(C=2N(C(=N1)N1CCC(CC1)NCC1=CC=C(C=C1)/C=C/C(=O)NO)C=CN2)C2=CC1=C(C(=NO1)C)C=C2F)F